C(C=CC1=CC=CC=C1)(=O)OC(C)C methyl-ethyl cinnamate